IC1=CC=C(C=C1)NC1=CC=CC=C1 4-iodo-N,N-diphenylamine